4-(2-formylphenoxy)phthalonitrile C(=O)C1=C(OC=2C=C(C(C#N)=CC2)C#N)C=CC=C1